BrC1=C(C(=NC=C1)OC(C)C)C 4-Bromo-2-isopropoxy-3-methylpyridine